4-(3'-Bromo-4'-hydroxylphenyl)-amino-6,7-dimethoxyquinazoline BrC=1C=C(C=CC1O)C1=NC(=NC2=CC(=C(C=C12)OC)OC)N